2-chloro-4-((4,4-difluorocyclohexyl)amino)pyrimidine-5-carboxylic acid ethyl ester C(C)OC(=O)C=1C(=NC(=NC1)Cl)NC1CCC(CC1)(F)F